S(=O)(OCC=CCC)[O-] 2-pentenyl sulfite